OC=1C=C([C@H](N)C(=O)O)C=C(C1)O (S)-3,5-Dihydroxyphenylglycine